(1R,2S,4R)-1,7,7-trimethylbicyclo[2.2.1]heptan-2-yl (E)-3-(3-fluoro-4-hydroxy-5-methoxyphenyl)acrylate FC=1C=C(C=C(C1O)OC)/C=C/C(=O)O[C@@H]1[C@@]2(CC[C@H](C1)C2(C)C)C